C(=C/CC)/C1OC(=O)C2=C(C=CC=C12)OC (Z)-3-butenyl-7-methoxyphthalide